C(C1=C(C=C(C(=C1)C)C(C)(C)C)O)C1=C(C=C(C(=C1)C)C(C)(C)C)O 2,2'-methylenebis(4-methyl-5-tertbutylphenol)